5-[(2E)-1,3,3-trimethyl-5-sulfo-2,3-dihydro-1H-indol-2-ylidene]penta-1,3-dien CN1\C(\C(C2=CC(=CC=C12)S(=O)(=O)O)(C)C)=C\C=CC=C